N-(4-(3-cyano-6,6-dimethyl-2-(2-(2-propenoyl)-2,6-diazaspiro[3.4]octan-6-yl)-6,7-dihydro-5H-cyclopenta[b]pyridin-4-yl)-2-naphthalenyl)methanesulfonamide C(#N)C=1C(=C2C(=NC1N1CC3(CN(C3)C(C=C)=O)CC1)CC(C2)(C)C)C2=CC(=CC1=CC=CC=C21)NS(=O)(=O)C